ClC=1C=CC=2N(C(N=C(C2N1)N1[C@H](C[C@@H]([C@H](C1)CC)OC1=NC=C(C=C1)OC(C)C)C)=O)C |&1:15| 6-chloro-4-((2S,4S,SR)-5-ethyl-4-((5-isopropoxypyridin-2-yl)oxy)-2-methylpiperidin-1-yl)-1-methylpyrido[3,2-d]pyrimidin-2(1H)-one